2-(4-chloro-3-methylphenoxy)acetic acid ClC1=C(C=C(OCC(=O)O)C=C1)C